[(3S)-3-(1H-triazol-5-yl)pyrrolidin-1-yl]-[6-[[3-(trifluoromethylsulfonimidoyl)phenyl]methyl]-2-azaspiro[3.3]heptan-2-yl]methanone N1N=NC=C1[C@@H]1CN(CC1)C(=O)N1CC2(C1)CC(C2)CC2=CC(=CC=C2)S(=O)(=N)C(F)(F)F